7-Chloro-9-(methylamino)-5-(2-methylpyridin-3-yl)imidazo[1,2-a]Quinoxaline-4(5H)-on ClC=1C=C2N(C(C=3N(C2=C(C1)NC)C=CN3)=O)C=3C(=NC=CC3)C